N,N-dimethyl-1-(9H-pyrido[3,4-b]indol-9-yl)propan-2-amine CN(C(CN1C2=C(C3=CC=CC=C13)C=CN=C2)C)C